C(#CC)[C@@]1(C[C@H](O)[C@@H](CO)O1)N1C(=O)NC(=O)C=C1 2'-deoxypropynyluridine